FC1(CCN(CC1)C(=O)C=1C=C2N=C(C=NC2=CC1)C1=CC=2C(=NN(N2)C)C=C1)F (4,4-difluoro-1-piperidinyl)(3-(2-methyl-2H-benzotriazol-5-yl)-6-quinoxalinyl)methanone